1-(1Z,11Z-octadecadienyl)-2-hexadecanoyl-sn-glycero-3-phosphocholine CCCCCCCCCCCCCCCC(=O)O[C@H](CO/C=C\CCCCCCCC/C=C\CCCCCC)COP(=O)([O-])OCC[N+](C)(C)C